CC1=NC2=C3C(=C(C=C2C(=N1)N[C@H](C)C1=CC(=CC(=C1)C(F)(F)F)[N+](=O)[O-])N1C(COCC1)=O)CCC3 (R)-4-(2-methyl-4-((1-(3-nitro-5-(trifluoromethyl)phenyl)ethyl)amino)-8,9-dihydro-7H-cyclopenta[h]quinazolin-6-yl)morpholin-3-one